4-[5-[4-benzyloxy-5-methyl-2-(2-oxoethyl)pyrazol-3-yl]-4-[(4-methoxyphenyl)methyl]-1,2,4-triazol-3-yl]-N-[(2,4-dimethoxyphenyl)methyl]-1-methyl-pyrazolo[4,3-c]pyridine-6-carboxamide C(C1=CC=CC=C1)OC1=C(N(N=C1C)CC=O)C=1N(C(=NN1)C1=NC(=CC2=C1C=NN2C)C(=O)NCC2=C(C=C(C=C2)OC)OC)CC2=CC=C(C=C2)OC